6-Chloro-2-aminopurin ClC1=C2NC=NC2=NC(=N1)N